ClC1=NC(=NC=N1)NC1CCN(CCC1)C(=O)OC(C)(C)C tert-butyl 4-((4-chloro-1,3,5-triazin-2-yl)amino)azepane-1-carboxylate